(S)-2-((((9H-fluoren-9-yl)methoxy)carbonyl)amino)-5-(3-((tert-butoxycarbonyl)amino)propoxy)pentanoic acid C1=CC=CC=2C3=CC=CC=C3C(C12)COC(=O)N[C@H](C(=O)O)CCCOCCCNC(=O)OC(C)(C)C